CC=1C=C(C=CC1C(NC1=C(C=CC=C1)C)=O)S(=O)(=O)N[C@H](C)C1CCN(CC1)C(=O)OC(C)(C)C (R)-tert-butyl 4-(1-(3-methyl-4-(o-tolylcarbamoyl)phenyl-sulfonamido)ethyl)piperidine-1-carboxylate